CC1=C2C(=CC=C1)C=C(N2)C(=O)NC3CCC(CC3)NC(=O)CCN N-((1r,4r)-4-(3-aminopropanamido)cyclohexyl)-7-methyl-1H-indole-2-carboxamide